3-Fluoro-4-[5-methoxy-4-(4-trifluoromethoxy-phenyl)-pyrimidin-2-ylamino]-N-[2-methyl-5-(4-methyl-piperazin-1-ylmethyl)-phenyl]-benzamide FC=1C=C(C(=O)NC2=C(C=CC(=C2)CN2CCN(CC2)C)C)C=CC1NC1=NC=C(C(=N1)C1=CC=C(C=C1)OC(F)(F)F)OC